1-[(2-methoxyethoxy)methyl]-3-nitrobenzene COCCOCC1=CC(=CC=C1)[N+](=O)[O-]